BrC=1C(=CC2=C(N(C(=N2)N2C[C@@H](C[C@H](C2)F)N)C)C1)[N+](=O)[O-] (3R,5R)-1-(6-Bromo-1-methyl-5-nitro-1H-benzo[d]imidazol-2-yl)-5-fluoropiperidin-3-amine